(4-nitrosophenyl)-amine N(=O)C1=CC=C(C=C1)N